BrC=1C=C2C(N(C(N(C2=CC1F)C)=O)C1=CN=CC2=CC=CC=C12)=O 6-bromo-7-fluoro-3-(isoquinolin-4-yl)-1-methylquinazoline-2,4(1H,3H)-dione